C(CCCCCCC(=O)OCCC(CCCC)CCCC)(=O)OCC(COC(CCC(OCCCC\C=C/CC)OCCCC\C=C/CC)=O)CO 1-(3-((4,4-bis(((Z)-oct-5-en-1-yl)oxy)butanoyl)oxy)-2-(hydroxymethyl)propyl) 8-(3-butylheptyl) octanedioate